N'-(5-bromo-2-methylphenyl)-2-(4,4-difluorotetrahydro-2H-pyran-2-yl)acetohydrazide BrC=1C=CC(=C(C1)NNC(CC1OCCC(C1)(F)F)=O)C